(R)-4-(7-(3-(dimethylamino)pyrrolidine-1-yl)pyrazolo[1,5-a]pyrimidine-5-yl)phenol CN([C@H]1CN(CC1)C1=CC(=NC=2N1N=CC2)C2=CC=C(C=C2)O)C